NC1=NC=C(C=N1)C=1C=C(C=C(C1)S(=O)(=O)C1=CC=CC=C1)N1CCN(CC1)C(=O)OC(C)(C)C tert-butyl 4-(3-(2-aminopyrimidin-5-yl)-5-(phenylsulfonyl)phenyl)piperazine-1-carboxylate